C(CCCCCCCCCCCCCCC)(=O)[O-] Palmitat